4-(((benzyloxy)carbonyl)(methyl)amino)butanoic acid C(C1=CC=CC=C1)OC(=O)N(CCCC(=O)O)C